OCC1CCC(CC1)C=1SC2=C(N1)C=C(C(=C2)N2CC(=C1N2C=CC=N1)C(=O)N)OC 1-N-(2-((1r,4r)-4-(hydroxymethyl)cyclohexyl)-5-methoxybenzo[d]thiazol-6-yl)pyrazolo[1,5-a]pyrimidine-3-carboxamide